CC(CC(C[C@H]1CC(N(C1)C(=O)OC(C)(C)C)(C)C)=O)(C)C tert-butyl (4R)-4-(4,4-dimethyl-2-oxo-pentyl)-2,2-dimethyl-pyrrolidine-1-carboxylate